OC1=CC=C(C=C1C=O)C1=CC(=CC(=C1)C1=CC=C(C(=C1)C=O)O)C1=CC=C(C(=C1)C=O)O 2,4,6-tri(4'-hydroxy-5'-formylphenyl)benzene